C(C)(C)(C)OC(N(C)C1=CC=C(C=C1)C1=C(C=NN1C)F)=O.ClCCC1OC1 2-(chloroethyl)oxirane tert-Butyl-(4-(4-fluoro-1-methyl-1H-pyrazol-5-yl)phenyl)(methyl)carbamate